7-((6-((dimethylamino)-methyl)-5-(tetrahydro-2H-pyran-4-yl)pyridin-2-yl)amino)-4-(7-fluoroimidazo[1,2-a]pyridin-3-yl)isoindolin-1-one CN(C)CC1=C(C=CC(=N1)NC=1C=CC(=C2CNC(C12)=O)C1=CN=C2N1C=CC(=C2)F)C2CCOCC2